(thiophen-3-yl)phosphine S1C=C(C=C1)P